N-[3-(7-{[(3S,4R)-3-fluoro-1-methylpiperidin-4-yl]amino}-3-(2,2,2-trifluoroethyl)pyrazolo[1,5-a]pyridin-2-yl)prop-2-yn-1-yl]-5-methylfuran-3-carboxamide F[C@H]1CN(CC[C@H]1NC1=CC=CC=2N1N=C(C2CC(F)(F)F)C#CCNC(=O)C2=COC(=C2)C)C